2'-deoxy-2,2'-difluoroadenosine FC=1N=C(C=2N=CN([C@H]3[C@@H]([C@H](O)[C@@H](CO)O3)F)C2N1)N